FC(C1=NN(C(=C1)NC(C1=C(C=CC=C1)OC)=O)C)F N-(3-(difluoromethyl)-1-methyl-1H-pyrazol-5-yl)-2-methoxybenzamide